CN(C(C)=O)CCCNC(OC(C)(C)C)=O Tert-butyl (3-(N-methylacetamido)propyl)carbamate